C(C)OC(=C)C1=NC=2N(C(=C1)N1CCOCC1)N=C(C2)C2=CC=NC=C2 4-(5-(1-ethoxyvinyl)-2-(pyridin-4-yl)pyrazolo[1,5-a]pyrimidin-7-yl)morpholine